FC1(OC(C(C1(C(=O)[O-])C(=O)[O-])(F)F)(F)F)F.FC1(OC(C(C1(C(=O)[O-])C(=O)[O-])(F)F)(F)F)F.[Li+].[Li+].[Li+].[Li+] lithium bis(2,2,4,4,5,5-hexafluorotetrahydro-3,3-furandicarboxylate)